P(=O)([O-])([O-])[O-].[Mn+2].[Li+] lithium manganese phosphate